C1=CC=2C=CC=C3C(C4=C(N1C23)C(N2CC(CC=C24)=O)=O)=O indolizino[2,1-b]pyrrolo[3,2,1-ij]quinoline-6,9,12(8H)-trione